C(C)(C)(C)OC(=O)N[C@@H]1C[C@H](N(C1)C(=O)C=1N=C2N(C=CC=C2)C1)C=1SC=C(N1)C(=O)O 2-((2S,4R)-4-((tert-butoxycarbonyl)amino)-1-(imidazo[1,2-a]pyridine-2-carbonyl)pyrrolidin-2-yl)thiazole-4-carboxylic acid